3-(7-(3-fluoro-4-(trifluoromethyl)phenoxy)-1,2,3,4-tetrahydro-isoquinoline-2-carbonyl)-pyrrolidine-1-sulfonamide FC=1C=C(OC2=CC=C3CCN(CC3=C2)C(=O)C2CN(CC2)S(=O)(=O)N)C=CC1C(F)(F)F